6-methoxy-9H-carbazole COC=1C=C2C=3C=CC=CC3NC2=CC1